C(CCCCCCCCCCC)(=O)N.C(CCCCCCCCCCC)(=O)N.C(CCCCCCCCCCC)(=O)N trilauric acid amide